[N+](=[N-])=C1C(NC2=CC=CC=C12)=O diazooxindole